3-(3-(3,5-bis(trifluoromethyl)phenyl)-1H-1,2,4-triazol-1-yl)-N,N-dimethyl-2-(pyridin-4-yl)acrylamide FC(C=1C=C(C=C(C1)C(F)(F)F)C1=NN(C=N1)C=C(C(=O)N(C)C)C1=CC=NC=C1)(F)F